4,5α-epoxy-3-ethoxy-17-methyl-7-morphinen-6α-ol C(C)OC=1C=CC=2C[C@@H]3[C@@H]4C=C[C@@H]([C@H]5[C@@]4(C2C1O5)CCN3C)O